ClC=1C(=C(C(=CC1)C(F)F)C1=CN=CC(=N1)C(=O)NC=1C=NN(C1)[C@H](C)C=1C=NC(=C(C1C)C)N1C([C@@H]2C[C@@H]2C1)=O)F |o1:24| 6-(3-Chloro-6-(difluoromethyl)-2-fluorophenyl)-N-(1-((R or S)-1-(4,5-dimethyl-6-((1R,5S)-2-oxo-3-azabicyclo[3.1.0]hexan-3-yl)pyridin-3-yl)ethyl)-1H-pyrazol-4-yl)pyrazine-2-carboxamide